O=C1NC(CCC1N1C(C2=CC=C(C=C2C1)C1CCN(CC1)CCCN1CCN(CC1)C1=CC=C(C(=O)C=2C3=C(SC2C2=CC=C(C=C2)F)C=C(C=C3)B(O)O)C=C1)=O)=O (3-(4-(4-(3-(4-(2-(2,6-dioxopiperidin-3-yl)-1-oxoisoindolin-5-yl)piperidin-1-yl)propyl)piperazin-1-yl)benzoyl)-2-(4-fluorophenyl)benzo[b]thiophen-6-yl)boronic acid